NN1C(=NC(=C1C(=O)OCC)C1=CC=C(C=C1)C(NC1=NC=CC(=C1)Cl)=O)[C@H]1N(CCCC1)C(=O)OC(C)(C)C tert-butyl (S)-2-(1-amino-4-(4-((4-chloropyridin-2-yl)carbamoyl)phenyl)-5-(ethoxy-carbonyl)-1H-imidazol-2-yl)piperidine-1-carboxylate